COC(C=C)=O.C(C)(C)[Si](C(C)C)C(C)C triisopropyl-silicon methyl-acrylate